2'-Chloro-5'-methoxy-6-methyl-N-(5-(3-methyl-4-(trifluoromethyl)picolinoyl)-5,6-dihydro-4H-pyrrolo[3,4-d]thiazol-2-yl)-[4,4'-bipyridine]-3-carboxamide ClC1=NC=C(C(=C1)C1=C(C=NC(=C1)C)C(=O)NC=1SC2=C(N1)CN(C2)C(C2=NC=CC(=C2C)C(F)(F)F)=O)OC